8-Hydroxy-3-quinolinyl beta-D-glucopyranoside O([C@H]1[C@H](O)[C@@H](O)[C@H](O)[C@H](O1)CO)C=1C=NC2=C(C=CC=C2C1)O